TEREPHTHALALDEHYDE C(C1=CC=C(C=O)C=C1)=O